CN(C)CC1(CC1)COC1=NC2=C(C(=C(C=C2C(=N1)N1CC2(CCO2)CCC1)F)C1=CC(=CC2=CC=C(C(=C12)CC)F)O)F 4-(2-((1-((dimethylamino)methyl)cyclopropyl)methoxy)-6,8-difluoro-4-(1-oxa-6-azaspiro[3.5]nonan-6-yl)quinazolin-7-yl)-5-ethyl-6-fluoronaphthalen-2-ol